2-nitro-1,1-ethenediamine hydrochloride Cl.[N+](=O)([O-])C=C(N)N